C1(CC1)C1(CN(CC1)C1=NC=CC2=C1N=C(N=C2)NC2CCN(CC2)S(=O)(=O)C)C#N 3-cyclopropyl-1-(2-((1-(methylsulfonyl)piperidin-4-yl)amino)pyrido[3,4-d]pyrimidin-8-yl)pyrrolidine-3-carbonitrile